1-benzyl-4-propynylpiperazine C(C1=CC=CC=C1)N1CCN(CC1)C#CC